tetramethyldiallylbisphenol a CC(C(C1=C(C(=C(O)C(=C1C)C)CC=C)CC=C)(C)C1=CC=C(C=C1)O)C